FC(CN1CC(N(CC1)CC1=C2C=CNC2=C(C=C1OC)C)C1=CC(=C(C(=O)O)C=C1)N1CCCC1)F 4-(4-(2,2-difluoroethyl)-1-((5-methoxy-7-methyl-1H-indol-4-yl)methyl)piperazin-2-yl)-2-(pyrrolidin-1-yl)benzoic acid